OC(C)N1CCN(CC1)C1=CC=CC=2OCCOC21 5-(4-(1-hydroxyethyl)piperazin-1-yl)-2,3-dihydro-1,4-benzodioxine